COCCO[Al-]OCCOC.[Na+] Sodium bis(2-methoxyethoxy)aluminum dihydride